CC1=CC=C(C=C1)S(=O)(=O)OCCOCCN(C)C1=CC2=C(N=C(S2)C)C=C1CC 2-(2-((5-ethyl-2-methylbenzo[d]thiazol-6-yl)(methyl)amino)ethoxy)ethyl 4-methylbenzenesulfonate